N,N',N''-triethylenethiophosphoramide C1CN1P(=S)(N2CC2)N3CC3